6-[(3-methoxybenzyl)(4-dimethylaminobenzyl)aminocarbonyloxymethoxy]pyridine COC=1C=C(CC(OC2=CC=CC=N2)OC(=O)NCC2=CC=C(C=C2)N(C)C)C=CC1